5-Bromo-3-(2-cyclopropylpyrimidin-4-ylamino)-1-methylpyridin-2(1H)-one BrC=1C=C(C(N(C1)C)=O)NC1=NC(=NC=C1)C1CC1